tert-butyl (2R,4S)-4-(3-bromo-4-carbamoyl-5-[[2-(morpholin-4-yl)ethyl]amino]pyrazol-1-yl)-2-(methoxymethyl)pyrrolidine-1-carboxylate BrC1=NN(C(=C1C(N)=O)NCCN1CCOCC1)[C@H]1C[C@@H](N(C1)C(=O)OC(C)(C)C)COC